2-fluoro-4-[1-[[4-[3-methyl-4-[4-[[3-(2,2,2-trifluoro-1,1-dimethyl-ethyl)-1H-1,2,4-triazol-5-yl]methylcarbamoyl]pyrazol-1-yl]phenyl]phenyl]methyl]-4-piperidyl]benzoic acid FC1=C(C(=O)O)C=CC(=C1)C1CCN(CC1)CC1=CC=C(C=C1)C1=CC(=C(C=C1)N1N=CC(=C1)C(NCC1=NC(=NN1)C(C(F)(F)F)(C)C)=O)C